C(C=C)(=O)NC1=CC=C(C=C1)C1=C(C2=C(N=CN=C2N)N1C)C1=CCC(CC1)C(=O)NC1CCCC1 4-(6-(4-acrylamidophenyl)-4-amino-7-methyl-7H-pyrrolo[2,3-d]pyrimidin-5-yl)-N-cyclopentylcyclohex-3-enecarboxamide